4-hydroxycyclohexane OC1CCCCC1